CN1C(C(C2=CC=CC(=C12)F)(CS(=O)(=O)N(C)C)C)=O 1,3-dimethyl-3-(N,N-dimethylaminosulfonylmethyl)-2-oxo-7-fluoroindole